6-(azetidin-1-yl)-5-(benzyloxy)pyrimidine-4-carboxylic acid N1(CCC1)C1=C(C(=NC=N1)C(=O)O)OCC1=CC=CC=C1